C1CC12CCN(CC2)CC(=O)NC=2C=C(C(=NC2)C)NC(=O)C=2C=NN1C2SC(=C1)C=1C=NN(C1)CCO N-(5-(2-(6-azaspiro[2.5]octan-6-yl)acetamido)-2-methylpyridin-3-yl)-2-(1-(2-hydroxyethyl)-1H-pyrazol-4-yl)pyrazolo[5,1-b]thiazole-7-carboxamide